COCC1=CC2=C(C(=NO2)C2=C(C=CC=C2)[C@H](CC2=NC=CC=C2)NC(OC(C)(C)C)=O)C=C1 tert-Butyl (S)-{1-[2-(6-methoxymethylbenzo[d]isoxazol-3-yl)phenyl]-2-(pyridine-2-yl)ethyl}carbamate